(5-(3-cyano-6-(1-ethyl-1H-pyrazol-4-yl)pyrazolo[1,5-a]pyridin-4-yl)pyridin-2-yl)acrylamide C(#N)C=1C=NN2C1C(=CC(=C2)C=2C=NN(C2)CC)C=2C=CC(=NC2)C(C(=O)N)=C